N1C=NC=2C1=C1C(=NC2N)C=CS1 1H-imidazo[4,5-d]thieno[3,2-b]pyridine-4-amine